ClC1=C(CC(=O)C2(CC2)Cl)C=CC=C1 (2-chlorobenzyl)-(1-chlorocyclopropyl) ketone